OCC1(CC1)C(=O)OC methyl 1-(hydroxymethyl)cyclopropane-1-carboxylate